N1(N=CC=C1)C1=CC=C2C=CC=NC2=C1 7-(1H-pyrazol-1-yl)quinoline